C(#N)C1=CC=C(C=C1)N1CC(CC1=O)NC(=O)NC1=CN=NC=C1 1-[1-(4-cyanophenyl)-5-oxopyrrolidin-3-yl]-3-pyridazin-4-ylurea